NCC1=C2C(=NC=3C=C4C(=C(C13)[N+](=O)[O-])OCO4)C4=CC1=C(C(N4C2)=O)COC([C@]1(O)CC)=O (S)-14-(aminomethyl)-7-ethyl-7-hydroxy-15-nitro-10,13-dihydro-11H-[1,3]dioxolo[4,5-g]pyrano[3',4':6,7]indolizino[1,2-b]quinoline-8,11(7H)-dione